C1(=CC=CC=C1)N1CN(C(C2=CC=CC=C12)=S)NC(OCC)=O ethyl (1-phenyl-4-thioxo-1,4-dihydroquinazolin-3(2H)-yl)carbamate